FCCCNCCOC1=CC(=C(C=C1)OC)[C@H]1N([C@@H](CC2=C1NC1=CC=CC=C21)C)CC2(COC2)F 3-fluoro-N-(2-(3-((1R,3R)-2-((3-fluorooxetan-3-yl)methyl)-3-methyl-2,3,4,9-tetrahydro-1H-pyrido[3,4-b]indol-1-yl)-4-methoxyphenoxy)ethyl)propan-1-amine